C1(=CC=C(C=C1)NC1=CC=C(C=2C(C3=CC=CC=C3C(C12)=O)=O)NC1=CC=C(C=C1)C)C 1,4-bis(p-tolylamino)anthraquinone